C(C1=CC=CC=C1)OC=1C(C(=CN2C1C(N1[C@H](CC[C@@]([C@H]2C1)(O)CC(=O)O)C)=O)C(NCC1=C(C=C(C=C1F)F)F)=O)=O 2-((3S,6R,7R)-12-(benzyloxy)-6-hydroxy-3-methyl-1,11-dioxo-10-((2,4,6-trifluorobenzyl)carbamoyl)-1,4,5,6,7,11-hexahydro-3H-2,7-methanopyrido[1,2-a][1,4]diazonin-6-yl)acetic acid